N,N-distearyl-adipamide C(CCCCCCCCCCCCCCCCC)N(C(CCCCC(=O)N)=O)CCCCCCCCCCCCCCCCCC